bismuth galacturonate O=C[C@H](O)[C@@H](O)[C@@H](O)[C@H](O)C(=O)[O-].[Bi+3].O=C[C@H](O)[C@@H](O)[C@@H](O)[C@H](O)C(=O)[O-].O=C[C@H](O)[C@@H](O)[C@@H](O)[C@H](O)C(=O)[O-]